FC1(CCC(CC1)C=1C=2N(N=C(C1)C1CC(OCC1)C1=CC(NC=C1)=O)C(C(=C(N2)C)C)=O)F 9-(4,4-difluorocyclohexyl)-2,3-dimethyl-7-[2-(2-oxo-1H-pyridin-4-yl)tetrahydropyran-4-yl]pyrimido[1,2-b]pyridazin-4-one